BrC1=NC(=CC=C1C#N)Br 2,6-dibromopyridine-3-carbonitrile